COC(=O)C=1C(=NC=CC1)C1=NOC(=N1)C12CCC(CC1)(CC2)I (5-(4-iodobicyclo[2.2.2]oct-1-yl)-1,2,4-oxadiazol-3-yl)pyridine-3-carboxylic acid methyl ester